CN(C(=O)N1CCNCC1)C N,N-dimethyl-piperazine-1-carboxamide